OC(CC=O)C1=NN(C=C1)C 3-hydroxy-3-(1-methyl-1H-pyrazol-3-yl)propan-1-one